[3-[5-[(1S)-2-[(3R)-3-benzyloxybutoxy]-1-methyl-ethoxy]-3-pyridyl]-1-tetrahydropyran-2-yl-indazol-5-yl]oxy-tert-butyl-dimethyl-silane C(C1=CC=CC=C1)O[C@@H](CCOC[C@@H](OC=1C=C(C=NC1)C1=NN(C2=CC=C(C=C12)O[Si](C)(C)C(C)(C)C)C1OCCCC1)C)C